COC[C@@H]1OC2=C(CN(C1)C(=O)C1CCOCC1)C=CC(=C2)C(=O)OC Methyl (R)-2-(methoxymethyl)-4-(tetrahydro-2H-pyran-4-carbonyl)-2,3,4,5-tetrahydrobenzo[f][1,4]oxazepine-8-carboxylate